FC=1C=C2CC[C@@H](CC2=C(C1)F)NC(C(=O)NC=1N=CN(C1)C(CNCC(C)(C)C)(C)C)CCC (((S)-6,8-DIFLUORo-1,2,3,4-TETRAHYDRONAPHTHALIN-2-YL)AMINO)-N-(1-(2-METHYL-1-(NEOPENTYLAMINO)PROPAN-2-YL)-1H-IMIDAZOL-4-YL)PENTANAMID